C(=O)(O)CCC(=O)N1C=C2C=C(C(=CC2=C1)OCC(COC=1C=C2CN(CC2=CC1OC)C(CCC(=O)O)=O)=C)OC 4-(5-((2-(((2-(3-carboxypropanoyl)-6-methoxy-2H-isoindol-5-yl)oxy)methyl)allyl)oxy)-6-methoxyisoindolin-2-yl)-4-oxobutanoic acid